IC1=C(C(=CC=C1)C)C1=C(C=CC=C1C)[S@@](=NC(C1=CC=CC=C1)=O)C=1C=C(C=CC1)C N-((S)-((R)-2'-iodo-6,6'-dimethyl-[1,1'-biphenyl]-2-yl)(m-tolyl)-λ4-sulfaneylidene)benzamide